CC1=CC=CC=2OC3=CC(=CC=C3C(C12)NC(=O)C1=CC(=C(NC1=O)C(F)(F)F)C1=CC=NC=C1)C N-(1,6-dimethyl-9H-xanthen-9-yl)-6-oxo-2-(trifluoromethyl)-1,6-dihydro-[3,4'-bipyridine]-5-carboxamide